thieno[3,2-b]thiophene-2-carboxylic acid S1C2=C(C=C1C(=O)O)SC=C2